C(C)(C)(C)OC(=O)N1[C@@H](COCC1)C1=NN=NN1 (R)-3-(1H-tetrazol-5-yl)morpholine-4-carboxylic acid tert-butyl ester